3-(2-(4-(hydroxymethyl)piperidin-1-yl)-5-oxo-5,7-dihydro-6H-pyrrolo[3,4-b]pyridin-6-yl)piperidine OCC1CCN(CC1)C1=CC=C2C(=N1)CN(C2=O)C2CNCCC2